1,1-dimethylethyl {(1R)-1-[({6-[(4-cyano-2-cyclopropylphenyl)oxy]-3-pyridinyl}amino)carbonyl]propyl}carbamate C(#N)C1=CC(=C(C=C1)OC1=CC=C(C=N1)NC(=O)[C@@H](CC)NC(OC(C)(C)C)=O)C1CC1